C(CCCCCCCCCCC)C(=S)SC(C(=O)O)(C)C 2-(dodecylthiocarbonylthio)-2-methylpropanoic acid